N,N-dimethyl-2-(piperidin-4-yloxy)ethan-1-amine CN(CCOC1CCNCC1)C